7-chloro-N-[4-(1,1-dioxo-3,4-dihydro-2H-thieno[2,3-b][1,4,5]oxathiazepin-7-yl)-5-(trifluoromethyl)pyrimidin-2-yl]-1,2,3,4-tetrahydroisoquinolin-6-amine ClC1=C(C=C2CCNCC2=C1)NC1=NC=C(C(=N1)C1=CC2=C(OCCNS2(=O)=O)S1)C(F)(F)F